2-azaspiro[3.3]Heptane C1NCC12CCC2